1-allyl-3-butylimidazolium bis(trifluoromethanesulfonyl)imide salt [N-](S(=O)(=O)C(F)(F)F)S(=O)(=O)C(F)(F)F.C(C=C)N1C=[N+](C=C1)CCCC